1-(9Z,12Z-octadecadienoyl)-2-(4Z,7Z,10Z,13Z,16Z,19Z-docosahexaenoyl)-glycero-3-phosphoserine CCCCC/C=C\C/C=C\CCCCCCCC(=O)OC[C@H](COP(=O)(O)OC[C@@H](C(=O)O)N)OC(=O)CC/C=C\C/C=C\C/C=C\C/C=C\C/C=C\C/C=C\CC